(S)-7-((1H-pyrazolo[3,4-c]pyridin-1-yl)methyl)-4-(cyclopropylethynyl)-6-fluoro-4-(trifluoromethyl)-3,4-dihydroquinazolin-2(1H)-one N1(N=CC=2C1=CN=CC2)CC2=C(C=C1[C@](NC(NC1=C2)=O)(C(F)(F)F)C#CC2CC2)F